[3-fluoro-4-[1-[prop-1-enyl]-4-(trifluoromethyl)imidazol-2-yl]phenyl]methanol FC=1C=C(C=CC1C=1N(C=C(N1)C(F)(F)F)C=CC)CO